C1(CC1)C1=CC=C(C=C1)C1=CC(=CC=C1)N(C1=CC(N(C=2C=CC(=NC12)C#N)C)=O)C 8-((4'-Cyclopropyl-[1,1'-biphenyl]-3-yl)(methyl)amino)-5-methyl-6-oxo-5,6-dihydro-1,5-naphthyridine-2-carbonitrile